CC1=C(OC2=C1C=C(C=C2)S(N(CCC2=CC=CC=C2)CC2=C(C=CC=C2F)F)(=O)=O)C(=O)O 3-methyl-5-(N-(2,6-difluorobenzyl)-N-phenethylsulfamoyl)benzofuran-2-carboxylic acid